FC(C(=O)NCCCCCC(=O)O)(F)F 6-(trifluoroacetamido)hexanoic acid